N-(2-chloro-4,6-dimethoxypyrimidin-5-yl)-5-((3,3,6-trimethyl-2,3-dihydro-1H-inden-5-yl)oxy)furan-2-carboxamide ClC1=NC(=C(C(=N1)OC)NC(=O)C=1OC(=CC1)OC=1C=C2C(CCC2=CC1C)(C)C)OC